5-[2-(4-fluoro-phenyl)-ethyl]-3-hydroxy-4-hydroxymethyl-pyridine-2-carboxylic acid FC1=CC=C(C=C1)CCC=1C(=C(C(=NC1)C(=O)O)O)CO